6-(2,2-dimethyl-1,3-dioxolan-4-yl)pyridine-3-amine CC1(OCC(O1)C1=CC=C(C=N1)N)C